4-((triisopropylsilyl)ethynyl)-1H-pyrazolo[3,4-b]pyridine C(C)(C)[Si](C(C)C)(C(C)C)C#CC1=C2C(=NC=C1)NN=C2